FC=C[NH-] FLUOROVINYL-AMIDE